2-amino-3-(((tert-butyldimethylsilyl)oxy)methyl)-7-fluoro-N-methyl-N-(6-(trifluoromethyl)-2,3-dihydrobenzofuran-3-yl)quinoline-6-carboxamide NC1=NC2=CC(=C(C=C2C=C1CO[Si](C)(C)C(C)(C)C)C(=O)N(C1COC2=C1C=CC(=C2)C(F)(F)F)C)F